8-[(1R)-1-[(5-chloro-3-pyridinyl)amino]ethyl]-3,6-dimethyl-2-phenyl-benzopyran-4-one ClC=1C=C(C=NC1)N[C@H](C)C1=CC(=CC=2C(C(=C(OC21)C2=CC=CC=C2)C)=O)C